Tert-butyl ((3-fluorobicyclo[1.1.1]pentan-1-yl)methyl)((2-((4-(5-(2-(2-methoxyethoxy)ethoxy)pyridin-3-yl)-1H-1,2,3-triazol-1-yl)methyl)imidazo[1,2-a]pyridin-6-yl)methyl)carbamate FC12CC(C1)(C2)CN(C(OC(C)(C)C)=O)CC=2C=CC=1N(C2)C=C(N1)CN1N=NC(=C1)C=1C=NC=C(C1)OCCOCCOC